C(#N)C1=CC(=C(C(=C1)C(C)C)CC(=O)NS(=O)(=O)C=1SC=C(C1)C1(CC1)O)C(C)C 2-(4-cyano-2,6-diisopropylphenyl)-N-(4-(1-hydroxycyclopropyl)thiophen-2-ylsulfonyl)acetamide